O1C=C(C=C1)/C=C/C(=O)N(C1=CC=CC=C1)C1=CC=CC=C1 (E)-3-(furan-3-yl)-N,N-diphenylacrylamide